2-[3-(4-bromopyrazol-1-yl)-1-[2-[[1-[2-oxo-2-(4-tetrahydropyran-4-ylpiperazin-1-yl)ethyl]pyrazol-4-yl]amino]-[1,2,4]triazolo[1,5-a]pyridin-8-yl]azetidin-3-yl]acetonitrile BrC=1C=NN(C1)C1(CN(C1)C=1C=2N(C=CC1)N=C(N2)NC=2C=NN(C2)CC(N2CCN(CC2)C2CCOCC2)=O)CC#N